ClC=1C=C(N(C1)COCC[Si](C)(C)C)C#CC(C)(C)O 4-chloro-2-(3-hydroxy-3-methylbut-1-yn-1-yl)-1-((2-(trimethylsilyl)ethoxy)methyl)-1H-pyrrole